tert-butyl (1-((3-methyl-1-oxobutan-2-yl)amino)-1-oxo-3-(m-tolyl)propan-2-yl)carbamate CC(C(C=O)NC(C(CC=1C=C(C=CC1)C)NC(OC(C)(C)C)=O)=O)C